Cl.NC/C(/COC=1C=C(CN2C(NC(C3=C2C=CN3)=O)=S)C=C(C1)F)=C\F (E)-1-(3-((2-(aminomethyl)-3-fluoroallyl)oxy)-5-fluorobenzyl)-2-thioxo-1,2,3,5-tetrahydro-4H-pyrrolo[3,2-d]pyrimidin-4-one hydrochloride